hydroxyethyl-amine nitrate [N+](=O)(O)[O-].OCCN